C(#N)C=1C=C2C(=NC1)N(C=C2)C2=NC=C(C(=O)NC1CCN(CC1)CC1=CC(=NC=C1F)N1C(NC(CC1)=O)=O)C(=C2)NC(C)C 6-(5-cyano-1H-pyrrolo[2,3-b]pyridin-1-yl)-N-(1-((2-(2,4-dioxotetrahydropyrimidin-1(2H)-yl)-5-fluoropyridin-4-yl)methyl)piperidin-4-yl)-4-(isopropylamino)nicotinamide